tert-butyl 4-{2-[4-(4-chlorophenyl)-2-(4-methoxyphenyl)-1H-imidazol-1-yl]acetyl}piperazine-1-carboxylate ClC1=CC=C(C=C1)C=1N=C(N(C1)CC(=O)N1CCN(CC1)C(=O)OC(C)(C)C)C1=CC=C(C=C1)OC